C(C)(C)(C)OC(=O)N1CCN(CC1)C(=O)C1CC1 4-(Cyclopropylcarbonyl)piperazine-1-carboxylic acid tert-butyl ester